1-(4,4-Difluorocyclohexyl)ethyl ((S)-4-methyl-1-oxo-1-(((S)-1-oxo-3-((S)-2-oxopyrrolidin-3-yl)propan-2-yl)amino)pentan-2-yl)carbamate CC(C[C@@H](C(N[C@H](C=O)C[C@H]1C(NCC1)=O)=O)NC(OC(C)C1CCC(CC1)(F)F)=O)C